FC1=CC=C(C=N1)C1=C(C(=NN1C1=NC=CC=C1SC)OC(C(=O)OC)OC)I Methyl ({5-(6-fluoropyridin-3-yl)-4-iodo-1-[3-(methylsulfanyl)pyridin-2-yl]-1H-pyrazol-3-yl}oxy)-(methoxy)acetate